OCC(C)(C)NC(=O)C=1C=2C[C@@H]3[C@H](C2N(N1)C1=NC=CC(=C1)I)C3 (1aR,5aR)-2-(4-Iodo-pyridin-2-yl)-1a,2,5,5a-tetrahydro-1H-2,3-diaza-cyclopropa[a]pentalene-4-carboxylic acid (2-hydroxy-1,1-dimethyl-ethyl)-amide